3-(2-(Pyridin-2-yloxy)ethyl)-8-(pyrimidin-2-yl)-1,3,8-triazaspiro[4.5]decane-2,4-dione hydrochloride Cl.N1=C(C=CC=C1)OCCN1C(NC2(C1=O)CCN(CC2)C2=NC=CC=N2)=O